C[C@H]1N(CC1)S(=O)(=O)N1C[C@H](CCC1)C(=O)N1[C@H](CCC1)C(=O)NCC1=CC=C(C=C1)C(F)(F)F 1-(((3S)-1-(((2R)-2-methyl-1-azetidinyl)sulfonyl)-3-piperidinyl)carbonyl)-N-(4-(trifluoromethyl)benzyl)-D-prolinamide